CN1CCC(CC1)NC(=O)C1=CC(=CC=2N(C(=NC21)C)CC(F)(F)F)C#CCNC=2C(OC)=CC=C(C2)S(=O)(=O)C N-(1-methyl-4-piperidyl)-6-[3-(4-mesyl-2-anisidino)-1-propynyl]-2-methyl-1-(2,2,2-trifluoroethyl)-1H-1,3-benzimidazole-4-carboxamide